CC1(CNC2=C(C=C(C=C2C1O)[N+](=O)[O-])C)C 3,3,8-trimethyl-6-nitro-1,2,3,4-tetrahydroquinolin-4-ol